[Br-].C(CCCCCCCCCCCCCCC)[N+](CC1=CC=CC=C1)(C)C Cetyl-Dimethyl-Benzyl-Ammonium Bromide